CC(C(=O)O)C.C(CC)(=O)OC methyl propionate (methyl propanoate)